C(CC=C)N(C1=CC=CC=C1)CCC=C N,N-di(but-3-en-1-yl)aniline